(S)-(+)-camphoric acid C([C@]1(C)C(C)(C)C(C(=O)O)CC1)(=O)O